C1(=CC=CC=C1)[Cu]=S phenylcopper sulfide